2-trichloromethyl-5-(4-methoxystyryl)-1,3,4-oxadiazole ClC(C=1OC(=NN1)C=CC1=CC=C(C=C1)OC)(Cl)Cl